ClC=1C=C(CN2C(N(C=3N=C(N(C3C2=O)C)N[C@@H]2C[C@H](CC2)CO)C)=O)C=CC1Cl |r| (±)-1-(3,4-dichlorobenzyl)-8-((trans)-3-(hydroxymethyl)cyclopentylamino)-3,7-dimethyl-1H-purine-2,6(3H,7H)-dione